(1S,2R,3S)-7-bromo-2-fluoro-4-methylsulfonyl-3-phenylmethoxy-2,3-dihydro-1H-inden-1-ol BrC=1C=CC(=C2[C@@H]([C@@H]([C@H](C12)O)F)OCC1=CC=CC=C1)S(=O)(=O)C